N=1C=NN2C1C=CC(=C2)C=2C=C(N1N=C(N=C(C12)OC)NC1CC(C1)(C)NC(C([2H])([2H])[2H])=O)[2H] N-((1r,3r)-3-((5-([1,2,4]triazolo[1,5-a]pyridin-6-yl)-4-methoxypyrrolo[2,1-f][1,2,4]triazin-2-yl-7-d)amino)-1-methylcyclobutyl)acetamide-2,2,2-d3